(R)-4-[6-(2,5-dimethyl-pyrrol-1-yl)-4-methoxy-pyridin-3-yl]-2-hydroxymethyl-piperazine-1-Formic acid tert-butyl ester C(C)(C)(C)OC(=O)N1[C@H](CN(CC1)C=1C=NC(=CC1OC)N1C(=CC=C1C)C)CO